4-bromo-1-(2,2,2-trifluoroethyl)benzene BrC1=CC=C(C=C1)CC(F)(F)F